(1R,4R,7R)-2-{2-[7-(azetidin-3-yl)-1-(cyclopropylmethyl)-1H-indol-2-yl]-7-methoxy-1-methyl-1H-1,3-benzodiazole-5-carbonyl}-2-azabicyclo[2.2.1]heptan-7-amine N1CC(C1)C=1C=CC=C2C=C(N(C12)CC1CC1)C1=NC2=C(N1C)C(=CC(=C2)C(=O)N2[C@@H]1CC[C@H](C2)[C@H]1N)OC